FC(C1=NN=C(O1)C1=CC=C(CN2C(N(C3=C2C=C(C=C3)C=3C(=NOC3C)C)C3CCN(CC3)C)=O)C=C1)F 3-(4-(5-(difluoromethyl)-1,3,4-oxadiazol-2-yl)benzyl)-5-(3,5-dimethylisoxazol-4-yl)-1-(1-methylpiperidin-4-yl)-1,3-dihydro-2H-benzo[d]imidazol-2-one